2-nitrophenyl N-octyl ether CCCCCCCCOC1=CC=CC=C1[N+](=O)[O-]